C(C)(CC)N1N=CN(C1=O)C1=CC(=C(C=C1)N1CCN(CC1)C1=CC=C(C=C1)OC)F 1-(sec-butyl)-4-(3-fluoro-4-(4-(4-methoxyphenyl)piperazin-1-yl)phenyl)-1H-1,2,4-triazol-5(4H)-one